N(=O)N1CCC2(CCNC2=O)CC1 8-nitroso-2,8-diazaspiro[4.5]decan-1-one